OC[C@H](C1=CC=CC=C1)NC1=NC(=NC=C1C=1OC(=NN1)C(C)C)NC1=CC=C2CC(NC(C2=C1)=O)(C)C 7-[[4-[[(1S)-2-hydroxy-1-phenyl-ethyl]amino]-5-(5-isopropyl-1,3,4-oxadiazol-2-yl)pyrimidin-2-yl]amino]-3,3-dimethyl-2,4-dihydroisoquinolin-1-one